ClC=1C=CC(=C(C(=O)NC=2C(=NC(=CC2)OC)C)C1)NC1=C(C(=CC=C1)C#N)C 5-chloro-2-((3-cyano-2-methylphenyl)-amino)-N-(6-methoxy-2-methylpyridin-3-yl)benzamide